C(#N)C1=CC=C(COC2=C(C=CC(=N2)C2CCN(CC2)CC2=NC3=C(N2C[C@H]2OCC2)C=CC=C3)F)C=C1 2-[(4-{6-[(4-Cyanobenzyl)oxy]-5-fluoropyridin-2-yl}piperidin-1-yl)methyl]-1-[(2S)-oxetan-2-ylmethyl]-1H-benzimidazol